methyl 3-(3-bromo-5-fluorophenyl)-2-{[(tert-butoxy) carbonyl]amino}propanoate BrC=1C=C(C=C(C1)F)CC(C(=O)OC)NC(=O)OC(C)(C)C